COC(CN1CCN(CC1)C1=CC=C(C=C1)C1C(NC(CC1)=O)=O)OC 3-[4-[4-(2,2-dimethoxyethyl)piperazin-1-yl]phenyl]piperidine-2,6-dione